N-(4-{4-Difluoromethoxy-2-[(3-fluoro-1-azetidinyl)carbonyl]phenyl}-6-(ethylamino)-2-pyridyl)-5-{[(S)-1-cyclobutylethylamino]methyl}-1-methyl-2-oxo-1,2-dihydronicotinamide FC(OC1=CC(=C(C=C1)C1=CC(=NC(=C1)NCC)NC(C=1C(N(C=C(C1)CN[C@@H](C)C1CCC1)C)=O)=O)C(=O)N1CC(C1)F)F